N-(3-fluoro-4-methyl-5-nitrophenyl)-4-(trifluoromethyl)picolinamide FC=1C=C(C=C(C1C)[N+](=O)[O-])NC(C1=NC=CC(=C1)C(F)(F)F)=O